C(C=1C(C(=O)ON2C(CCC2=O)=O)=CC=CC1)(=O)OC(C)(C)C tert-butyl (2,5-dioxopyrrolidin-1-yl) phthalate